The molecule is a 6-O-(beta-D-xylopyranosyl)-beta-D-glucopyranoside in which the anomeric substituent is specified as benzyl. It has a role as a Camellia sinensis metabolite. It derives from a benzyl alcohol. C1[C@H]([C@@H]([C@H]([C@@H](O1)OC[C@@H]2[C@H]([C@@H]([C@H]([C@@H](O2)OCC3=CC=CC=C3)O)O)O)O)O)O